δ-Valerolactam C1(CCCCN1)=O